dinonyldipentylammonium C(CCCCCCCC)[N+](CCCCC)(CCCCC)CCCCCCCCC